3-(3-bromo-8-oxo-pyrrolo[4,3,2-de]phthalazin-7(8H)-yl)piperidine-2,6-dione BrC=1N=NC2=C3C(=CC=CC13)N(C2=O)C2C(NC(CC2)=O)=O